methanesulfonyl phosphoramidate (mesyl phosphoramidate) S(=O)(=O)(C)NP(O)(O)=O.P(OS(=O)(=O)C)(O)(=O)N